3-hydroxynonane Benzyl-5,5-difluoro-9-[1-[1-[(4-methoxyphenyl)methyl]-2,6-dioxo-3-piperidyl]-3-methyl-2-oxo-benzimidazol-4-yl]-3,9-diazaspiro[5.5]undecane-3-carboxylate C(C1=CC=CC=C1)OC(=O)N1CCC2(C(C1)(F)F)CCN(CC2)C2=CC=CC=1N(C(N(C12)C)=O)C1C(N(C(CC1)=O)CC1=CC=C(C=C1)OC)=O.OC(CC)CCCCCC